[C@H]1([C@H](O)[C@@H](O)[C@@H](O)[C@H](O1)CO)OC(CO)CO 2-(alpha-D-Galactosyl)-glycerol